(((9aR,10S)-10-((R)-(2,3-difluorophenyl)(phenyl)methyl)-3,5-dioxo-3,5,8,9,9a,10-hexahydro-7H-pyrrolo[1',2':4,5]pyrazino[1,2-b]pyridazin-4-yl)oxy)methyl (tert-butoxycarbonyl)-L-valinate C(C)(C)(C)OC(=O)N[C@@H](C(C)C)C(=O)OCOC1=C2N(N=CC1=O)[C@H]([C@@H]1N(C2=O)CCC1)[C@H](C1=CC=CC=C1)C1=C(C(=CC=C1)F)F